3-benzenedi(methylamine) C1(=CC(=CC=C1)CN)CN